NC=1C=C2C(NC(C2=CC1N)=O)C1=C(NC2=CC=CC=C12)CN(C)C 5,6-diamino-3-{2-[(dimethylamino)methyl]-1H-indol-3-yl}-2,3-dihydro-1H-isoindol-1-one